C(=C)[Si](O[Si](O[Si](C1=CC=CC=C1)(C1=CC=CC=C1)C1=CC=CC=C1)(C1=CC=CC=C1)C1=CC=CC=C1)(C=C)C1=CC=CC=C1 1,1-divinylhexaphenyltrisiloxane